C1([C@H](O)[C@H](O)[C@H](O1)CO)NC1=NC=CC=N1 ribosylaminopyrimidin